FC(C1=CC=C(C=C1)N1CC2(CN(C2)C(=O)N2C[C@@H]3[C@@H](OCC(N3)=O)CC2)C1)(F)F (4aR,8aS)-6-(6-(4-(trifluoromethyl)phenyl)-2,6-diazaspiro[3.3]heptane-2-carbonyl)hexahydro-2H-pyrido[4,3-b][1,4]oxazin-3(4H)-one